C[C@H]1CN(CCN1C)C(=O)OC(C)(C)C tert-butyl (S)-3,4-dimethylpiperazine-1-carboxylate